FC1(CNCC(O1)C1=CC(=NC=C1)C)F 2,2-difluoro-6-(2-methylpyridin-4-yl)morpholine